C(C)(C)(C)C1=C(N(C=C1)C(=O)OC[C@H](CC1=NC(=NO1)C1=CC(=CC=C1)[C@@H]1COC2=C(O1)C=CC=C2)N)C2=NC(=NC=C2)C=2OC1=C(C2)C=CC(=C1)Cl (S)-2-amino-3-(3-(3-((R)-2,3-dihydrobenzo[b][1,4]dioxin-2-yl)phenyl)-1,2,4-oxadiazol-5-yl)propan-1-ol tert-butyl-2-(2-(6-chlorobenzofuran-2-yl)pyrimidin-4-yl)-1H-pyrrole-1-carboxylate